FC1(CC(C1)C=1N(C2=C(N1)C=CC(=C2)C=2C=C(C(N(C2)C)=O)C)CCOC(F)(F)F)F 5-[2-(3,3-Difluorocyclobutyl)-3-[2-(trifluoromethoxy)ethyl]benzimidazol-5-yl]-1,3-dimethylpyridin-2-one